CC1=NC(=CC=C1O[C@@H]1C[C@H](CCC1)C(=O)O)C=1N=NN(C1CNC(=O)NCC(CC)C)C (1S,3S)-3-((2-methyl-6-(1-methyl-5-((3-(2-methylbutyl)ureido)methyl)-1H-1,2,3-triazol-4-yl)pyridin-3-yl)oxy)cyclohexane-1-carboxylic acid